CN1N=CC=C1CN1CCOCC1 1-METHYL-5-(MORPHOLINOMETHYL)-1H-PYRAZOL